4-(benzo[b]thiophen-2-ylmethoxy)-3-methoxyaniline S1C2=C(C=C1COC1=C(C=C(N)C=C1)OC)C=CC=C2